FC(C1=C(C=CC2=C1[S@](C([C@H]2F)(F)F)=O)OC=2C=C(C#N)C=C(C2)F)F 3-(((1R,3S)-7-(difluoromethyl)-2,2,3-trifluoro-1-oxido-2,3-dihydrobenzo[b]thiophen-6-yl)oxy)-5-fluorobenzonitrile